4-(2-hydroxyethyl)-4-phenylcyclohexan-1-one OCCC1(CCC(CC1)=O)C1=CC=CC=C1